C(C1=CC=CC=C1)OC=1C=C2C=CN(C2=CC1)C1OC(OC1)=O 4-(5-(benzyloxy)-1H-indol-1-yl)-1,3-dioxolan-2-one